CN(CC(=O)N[C@H]1C[C@H](CC1)NC(=O)C=1SC=2N=CC=C3N(C(NC1C23)=O)C2=C(C=C(C=C2)OC(C)C)C)C N-((1S,3R)-3-(2-(Dimethylamino)acetamido)cyclopentyl)-5-(4-isopropoxy-2-methylphenyl)-4-oxo-4,5-dihydro-3H-1-thia-3,5,8-triazaacenaphthylene-2-carboxamide